Tert-butyl 4-(bis(4-fluorophenyl) methyl)-3-isobutyrylpiperazine-1-carboxylate FC1=CC=C(C=C1)C(N1C(CN(CC1)C(=O)OC(C)(C)C)C(C(C)C)=O)C1=CC=C(C=C1)F